O=C1NC(CCC1N1C(C2=CC=C(C=C2C1=O)N1C[C@H]2[C@H](CC1)CNC2)=O)=O 2-(2,6-dioxopiperidin-3-yl)-5-((3aS,7aS)-octahydro-5H-pyrrolo[3,4-c]pyridin-5-yl)isoindoline-1,3-dione